C(C1=CC=CC=C1)N(C(C(=O)OCC)=O)CC1CCCCC1 Ethyl 2-[benzyl(cyclohexylmethyl)amino]-2-oxo-acetate